CC(CCOC=1C=C(C=CC1)C1=C(N=C(S1)NS(=O)(=O)C1=CC(=CC=C1)[N+](=O)[O-])C1=C(C=CC=C1)C(F)(F)F)(C)C N-[5-[3-(3,3-dimethylbutoxy)phenyl]-4-[2-(trifluoromethyl)phenyl]thiazol-2-yl]-3-nitro-benzenesulfonamide